[Ca].[F] fluorine calcium salt